C1(=CC=CC=C1)CSCC1=NNC(N1)=S 3-(Phenylmethylthiomethyl)-1H-1,2,4-triazole-5(4H)-thione